CN1C=NC2=C1C=CC=C2 N-methylbenzimidazole